C(CCCCCC(=O)OC(CCCCCCC)CCCCCCC)(=O)OCC(COC(CCC(OCCCC\C=C/CC)OCCCC\C=C/CC)=O)CO 1-(3-((4,4-bis(((Z)-oct-5-en-1-yl)oxy)butanoyl)oxy)-2-(hydroxymethyl)propyl) 7-(pentadecan-8-yl) heptanedioate